trimethylol propylene diacrylate C(C=C)(=O)O.C(C=C)(=O)O.C(O)C(C=C)(CO)CO